(R)-N-(4-([1,2,4]triazolo[1,5-a]pyridin-7-yloxy)-3-methylphenyl)-1-(1-acryloylpiperidin-3-yl)-4-amino-1H-pyrazolo[3,4-d]pyrimidine-3-carboxamide N=1C=NN2C1C=C(C=C2)OC2=C(C=C(C=C2)NC(=O)C2=NN(C1=NC=NC(=C12)N)[C@H]1CN(CCC1)C(C=C)=O)C